2-((3-(4-(tert-butoxy)-4-oxobutoxy)-5-methoxyphenyl)amino)-2-(2-(2-((tert-butyldimethylsilyl)oxy)ethoxy)-4-chlorophenyl)acetic acid C(C)(C)(C)OC(CCCOC=1C=C(C=C(C1)OC)NC(C(=O)O)C1=C(C=C(C=C1)Cl)OCCO[Si](C)(C)C(C)(C)C)=O